CN1C=CC=2C1=NC=CC2C2=NC=C(C1=C2CNC1=O)NC1=NC(=CC=C1)C1(CCNCC1)C 4-(1-methyl-1H-pyrrolo[2,3-b]pyridin-4-yl)-7-((6-(4-methylpiperidin-4-yl)pyridin-2-yl)amino)-2,3-dihydro-1H-pyrrolo[3,4-c]pyridin-1-one